FC1=C(C#N)C=C(C=C1)OC=1C(=C2C=CNC2=CC1F)CCO 2-Fluoro-5-((6-fluoro-4-(2-hydroxyethyl)-1H-indol-5-yl)oxy)benzonitrile